C(C1=CC=CC=C1)(=O)C=1C(C(C(=C(C1O)CC=C(C)C)O)(CC=C(C)C)CC=C(C)C)=O 2-benzoyl-3,5-dihydroxy-4,6,6-tris(3-methylbut-2-en-1-yl)cyclohexa-2,4-dien-1-one